6-[(4-chloro-1,3,5-triazin-2-yl)oxy]-1H-indole ClC1=NC(=NC=N1)OC1=CC=C2C=CNC2=C1